Bis(2-aminoethyl)allylamine NCCC(=CCN)CCN